C1(CCC1)NC1=NC(=NC(=N1)NC=1C=NC=C(C1)F)C1=C(C=CC=C1)F Cyclobutyl-6-(2-fluoro-phenyl)-N'-(5-fluoro-pyridin-3-yl)-[1,3,5]triazine-2,4-diamine